1-methyl-6-trifluoromethylpyrimidine-2,4(1H,3H)-dione hydrochloride Cl.CN1C(NC(C=C1C(F)(F)F)=O)=O